CC=1CC[C@H]([C@@H](C1)C=1C(=CC(=CC1CCCCC)O)O)C(=C)C (1'R,2'R)-5'-methyl-6-pentyl-2'-(prop-1-en-2-yl)-1',2',3',4'-Tetrahydro-[1,1'-biphenyl]-2,4-diol